benzyl 4-((1-((1r,4r)-4-(2-(1-amino-5-(tert-butoxy)-1,5-dioxopentan-2-yl)-1-oxoisoindolin-5-yl)cyclohexyl)azetidin-3-yl)oxy)piperidine-1-carboxylate NC(C(CCC(=O)OC(C)(C)C)N1C(C2=CC=C(C=C2C1)C1CCC(CC1)N1CC(C1)OC1CCN(CC1)C(=O)OCC1=CC=CC=C1)=O)=O